[Cr].[B].[Si].NC1=C(C(=NC(=C1)C)N1CCC(CC1)(F)F)NC(C1=C(C=C(C=C1)Br)N1CCC2(CC2)CC1)=O N-(4-amino-2-(4,4-difluoropiperidin-1-yl)-6-methylpyridin-3-yl)-4-bromo-2-(6-azaspiro[2.5]octan-6-yl)benzamide silicon-boron-chromium